2-sulfanyl-3H,5H,7H-furo[3,4-d]pyrimidin-4-one SC=1NC(C2=C(N1)COC2)=O